C(C)C1=CC=C(C=C1)C(NC(=O)C=1C(NC(=CC1)C(F)(F)F)=O)C1=CC=CC=C1 N-((4-ethylphenyl)(phenyl)methyl)-2-oxo-6-(tri-fluoromethyl)-1,2-dihydropyridine-3-carboxamide